tert-Butyl 4-[3-(4-chlorophenyl)-3H-imidazo[4,5-c]pyridin-2-yl]piperidine-1-carboxylate ClC1=CC=C(C=C1)N1C(=NC2=C1C=NC=C2)C2CCN(CC2)C(=O)OC(C)(C)C